N-((6aR,8R)-3-bromo-5-(4-(trifluoromethyl)phenyl)-5,6,6a,7,8,9-hexahydropyrido[3,2-e]pyrrolo[1,2-a]pyrazin-8-yl)acetamide BrC1=CC=2N(C[C@@H]3N(C2N=C1)C[C@@H](C3)NC(C)=O)C3=CC=C(C=C3)C(F)(F)F